2,3-dibromopropanesulfonic acid BrC(CS(=O)(=O)O)CBr